(1S*,2S*)-2-(3-chloro-4-fluorophenyl)cyclopropanecarboxylic acid ClC=1C=C(C=CC1F)[C@@H]1[C@H](C1)C(=O)O |o1:8,9|